3-cyano-N-methyl-4-(3-(trifluoromethyl)benzyloxy)Benzenesulfonamide C(#N)C=1C=C(C=CC1OCC1=CC(=CC=C1)C(F)(F)F)S(=O)(=O)NC